3-(1-methyl-1H-indazol-5-yl)-N-(4-(6-morpholinohexyl)-1-phenyl-1H-imidazol-2-yl)benzamide CN1N=CC2=CC(=CC=C12)C=1C=C(C(=O)NC=2N(C=C(N2)CCCCCCN2CCOCC2)C2=CC=CC=C2)C=CC1